(R)-4-((2-hydroxyethyl)sulfonamido)-N-(3-(2-methylpropan-2-ylsulfonimidoyl)phenyl)-2-(6-azaspiro[2.5]octan-6-yl)benzamide OCCS(=O)(=O)NC1=CC(=C(C(=O)NC2=CC(=CC=C2)[S@@](=O)(=N)C(C)(C)C)C=C1)N1CCC2(CC2)CC1